FC=1C(=CC(=C(NCC#CC=2C=C(C3=C(N(C=N3)CC(F)(F)F)C2)C(=O)N[C@@H]2[C@H](CN(CC2)C2CCOCC2)C)C1)OC)S(=O)(=O)C 6-[3-(5-Fluoro-2-methoxy-4-methylsulfonyl-anilino)prop-1-ynyl]-N-[(3S,4S)-3-methyl-1-tetrahydropyran-4-yl-4-piperidyl]-1-(2,2,2-trifluoroethyl)benzimidazole-4-carboxamide